O1CC(C1)N1CCN(CC1)CCC1=CC=C(C=C1)NC(OCC1=CN=CO1)=O oxazol-5-ylmethyl (4-(2-(4-(oxetan-3-yl)piperazin-1-yl)ethyl)phenyl)carbamate